4-bromo-2-(2,6-dioxopiperidin-3-yl)-7-(piperazin-1-ylmethyl)isoindoline-1,3-dione BrC1=C2C(N(C(C2=C(C=C1)CN1CCNCC1)=O)C1C(NC(CC1)=O)=O)=O